C(#N)C(C(=O)NC1=C2C=CN(C2=CC=C1)C1=CC=NC=C1)=CC1=CC=CC=C1 4-(4-(2-cyano-3-phenylacrylamido)-1H-indol-1-yl)pyridin